C(CCCCCCCCCCCCC)OC(OCN1C(CC(C2=CC=C(C=C12)OCCCCN1CCN(CC1)C1=CC=CC=2SC=CC21)(C)C)=O)=O Carbonic acid 7-[4-(4-benzo[b]thiophen-4-ylpiperazin-1-yl)butoxy]-4,4-dimethyl-2-oxo-3,4-dihydro-2H-quinolin-1-ylmethyl ester tetradecyl ester